C1(=CC=CC=C1)SC1=C(C=CC=C1)C1(C2=CC=CC=C2OC=2C=CC=CC12)O 9-(2-(phenylthio)phenyl)-9H-xanthen-9-ol